5-chloro-N-[3-fluoro-4-(2-{1H-pyrazolo[3,4-b]pyrazin-5-yl}ethynyl)pyridin-2-yl]-2-methoxypyridine-3-sulfonamide ClC=1C=C(C(=NC1)OC)S(=O)(=O)NC1=NC=CC(=C1F)C#CC=1N=C2C(=NC1)NN=C2